C(=O)(O)CCC(COCCOCCOCCOCCOCCOCCOCCOCCOCCOCCO)O (2-carboxyethyl)-undecaethyleneglycol